NC=1C(=NC2=C(C(=C(C=C2C1N(C1C2CN(C1C2)C(=O)OC(C)(C)C)C(=O)OC(C)(C)C)CCC#N)Br)F)OC[C@H]2N(CCC2)C tert-butyl 5-((3-amino-7-bromo-6-(2-cyanoethyl)-8-fluoro-2-(((S)-1-methylpyrrolidin-2-yl)methoxy)quinolin-4-yl)(tert-butoxycarbonyl)amino)-2-azabicyclo[2.1.1]hexane-2-carboxylate